N-iodosuccinimide platinum [Pt].IN1C(CCC1=O)=O